2-[4-[[1-(2,6-dibenzyloxy-3-pyridyl)-3-methyl-2-oxo-3a,7a-dihydrobenzimidazol-5-yl]amino]-3-fluoro-phenyl]acetic acid C(C1=CC=CC=C1)OC1=NC(=CC=C1N1C(N(C2C1C=CC(=C2)NC2=C(C=C(C=C2)CC(=O)O)F)C)=O)OCC2=CC=CC=C2